C(C=C)(=O)[O-].N[Al+2].C(C=C)(=O)[O-] aminoaluminum acrylate